lead bismuth [Bi].[Pb]